1-{4-[(2-{3-[(2-methoxy-4-sulfamoylphenyl)amino]prop-1-yn-1-yl}-1-(2,2,2-trifluoroethyl)-1H-indol-4-yl)amino]piperidin-1-yl}propan-2-yl 2-methylpropanoate CC(C(=O)OC(CN1CCC(CC1)NC1=C2C=C(N(C2=CC=C1)CC(F)(F)F)C#CCNC1=C(C=C(C=C1)S(N)(=O)=O)OC)C)C